N-(3-(5-(furan-2-yl)-1,3,4-oxadiazol-2-yl)phenyl)-2-methoxy-5-methylbenzamide O1C(=CC=C1)C1=NN=C(O1)C=1C=C(C=CC1)NC(C1=C(C=CC(=C1)C)OC)=O